NC=1C=NC=CC1C1=CC(=C(C(=O)NC=2C=NC(=C(C2)Cl)N2N=CC=N2)C=C1OC)F 4-(3-aminopyridin-4-yl)-N-(5-chloro-6-(2H-1,2,3-triazol-2-yl)pyridin-3-yl)-2-fluoro-5-Methoxybenzamide